COC(C1=C(C=C(C(=C1)OCCCNC(=O)OC(C)(C)C)OC)[N+](=O)[O-])=O 5-(3-((tert-Butoxycarbonyl)amino)propoxy)-4-methoxy-2-nitrobenzoic acid methyl ester